P(=O)(O)(F)F.C1(=CC=CC=C1)CCC[Si](OC)(C)C 3-phenylpropyl-dimethylmethoxysilane DIFLUOROPHOSPHATE